6-(3-isopropoxy-2-methylphenyl)-2-(pyrimidin-2-yl)-5,6,7,8-tetrahydrophthalazin-1(2H)-one C(C)(C)OC=1C(=C(C=CC1)C1CC=2C=NN(C(C2CC1)=O)C1=NC=CC=N1)C